FC=1C(=NC(=CC1)F)C1=NN(C=C1NC(=O)C=1N=CSC1)[C@@H]1CC[C@H](CC1)OCC 4-((3-(3,6-difluoropyridin-2-yl)-1-(trans-4-ethoxycyclohexyl)-1H-pyrazol-4-yl)carbamoyl)thiazole